C(CCCCCCC\C=C/CCCC)Cl myristoleyl chloride